6-Bromo-8-cyclopentyl-2-(3,4,5,6-tetrahydro-2H-[1,3']bipyridinyl-6'-ylamino)-8H-pyrido[2,3-d]pyrimidin-7-one BrC1=CC2=C(N=C(N=C2)NC2=CC=C(C=N2)N2CCCCC2)N(C1=O)C1CCCC1